(S)-N-(tert-butyl)-7-(4-fluorobenzyl)-2-methyl-2,3-dihydro-1H-pyrido[2,3-b][1,4]oxazine-6-carboxamide C(C)(C)(C)NC(=O)C=1C(=CC2=C(OC[C@@H](N2)C)N1)CC1=CC=C(C=C1)F